FC=1C=NC(=NC1)N1CCC(CC1)C(=O)N1N=CCC1C=1C=NC(=CC1)C (1-(5-fluoropyrimidin-2-yl)piperidin-4-yl)(5-(6-methylpyridin-3-yl)-4,5-dihydro-1H-pyrazol-1-yl)methanone